C1=C(C=CC2=CC=CC=C12)C1=CC=C(C=C1)N(C1=CC=2C=CC3=CC=CC=C3C2C=C1)C1=CC=C(C(=C1)C1=CC=CC=C1)C1=CC=C(C=C1)C1=CC=CC2=CC=CC=C12 {4-(naphthalen-2-yl)phenyl}{4''-(naphthalen-1-yl)-(1,1':2',1''-terphenyl)-5'-yl}-(phenanthren-2-yl)amine